C1(CC1)C(C1=NN(C2=CC=C(C=C12)C(=O)NC1(CS(C1)(=O)=O)C)C1=CC(=CC=C1)OC(F)F)O 3-[cyclopropyl(hydroxy)methyl]-1-[3-(difluoromethoxy)phenyl]-N-(3-methyl-1,1-dioxo-thietan-3-yl)indazole-5-carboxamide